C(C1=CC=CC=C1)OC1=NC(=CC=C1C=1C=C2C=NNC2=CC1)OCC1=CC=CC=C1 5-(2,6-bis(benzyloxy)pyridin-3-yl)-1H-indazole